(S)-N-(4-(4-methylpiperazin-1-yl)phenyl)-4-(3-phenylisoxazolidin-2-yl)thieno[3,2-d]pyrimidin-2-amine CN1CCN(CC1)C1=CC=C(C=C1)NC=1N=C(C2=C(N1)C=CS2)N2OCC[C@H]2C2=CC=CC=C2